S(=O)(=O)(O)O.O water sulphate